ClC1=C(C=2C(=C3N(CCN(C3)C(CCOCCC)=O)C2N=C1)C)C 1-(3-(3-chloro-4,5-dimethyl-8,9-dihydropyrido[3',2':4,5]pyrrolo[1,2-a]pyrazin-7(6H)-yl)-3-oxopropoxy)propan